O=C[14CH2][C@@H](O)[C@H](O)[C@H](O)CO deoxy-D-glucose-2-14C